OC(C(=O)N1[C@H]([C@H](CC1)NS(=O)(=O)CC)CC=1C(=C(C=CC1)C1=CC(=CC(=C1)F)F)F)(C)C N-((2S,3S)-1-(2-hydroxy-2-methylpropanoyl)-2-((2,3',5'-trifluorobiphenyl-3-yl)methyl)pyrrolidin-3-yl)ethanesulfonamide